4-(3-methylcyclohex-2-en-1-yl)-5-pentylbenzene-1,3-diol CC1=CC(CCC1)C1=C(C=C(C=C1CCCCC)O)O